2-[4-[4-[[5-(1H-benzimidazol-2-yl)-1H-pyrazol-3-yl]carbamoyl]phenyl]-piperazin-1-yl]acetic acid hydrochloride Cl.N1C(=NC2=C1C=CC=C2)C2=CC(=NN2)NC(=O)C2=CC=C(C=C2)N2CCN(CC2)CC(=O)O